FC=1C=C(C(=O)NCC2=C(C=CC3=C2N(C=N3)C)OC)C=C(C1F)C 3,4-difluoro-N-((6-methoxy-1-methyl-1H-benzimidazol-7-yl)methyl)-5-methylbenzamide